(2S,4R)-N-((S)-1-amino-1-oxo-3-((S)-2-oxopyrrolidin-3-yl)propan-2-yl)-4-(trifluoromethyl)pyrrolidine-2-carboxamide hydrochloride Cl.NC([C@H](C[C@H]1C(NCC1)=O)NC(=O)[C@H]1NC[C@@H](C1)C(F)(F)F)=O